CN(C)CC(=O)OCCC dimethylaminoacetoxypropane